N-(4-cyano-3'-fluoro-biphenyl-2-yl)-4-methoxy-benzenesulfonamide C(#N)C1=CC(=C(C=C1)C1=CC(=CC=C1)F)NS(=O)(=O)C1=CC=C(C=C1)OC